CCCCCC/C=C\CCCCCCCC(=O)OC[C@H](COP(=O)([O-])OCC[N+](C)(C)C)O 1-(9Z-hexadecenoyl)-sn-glycero-3-phosphocholine